R-(((Guanine-9-yl)propan-2-oxy)methyl)Phosphonic Acid Diphosphate OP(O)(=O)OP(=O)(O)O.N1C(N)=NC=2N(C=NC2C1=O)C[C@@H](C)OCP(O)(O)=O